(3S,4R)-4-((1-(3-(1,5-dimethyl-1H-pyrazol-3-yl)-6-ethyl-8-fluoro-4-methylquinolin-2-yl)piperidin-4-yl)amino)tetrahydro-2H-pyran-3-ol CN1N=C(C=C1C)C=1C(=NC2=C(C=C(C=C2C1C)CC)F)N1CCC(CC1)N[C@H]1[C@@H](COCC1)O